2-methyl-2-[5-[3-amino-5,5,7-trifluoro-2-oxo-1-[[4-[4-(trifluoromethoxy)pyrazol-1-yl]phenyl]methyl]-3,4-dihydro-1-benzazepin-8-yl]-1,3,4-oxadiazol-2-yl]propanenitrile CC(C#N)(C)C=1OC(=NN1)C1=CC2=C(C(CC(C(N2CC2=CC=C(C=C2)N2N=CC(=C2)OC(F)(F)F)=O)N)(F)F)C=C1F